7-Chloro-5-methyl-6-oxo-8-(4-(4-(trifluoromethoxy)phenoxy)piperidin-1-yl)-5,6-dihydro-1,5-naphthyridine-2-carbonitrile ClC=1C(N(C=2C=CC(=NC2C1N1CCC(CC1)OC1=CC=C(C=C1)OC(F)(F)F)C#N)C)=O